2,6-Dichloro-7-deazapurin ClC1=NC(=C2CC=NC2=N1)Cl